mercapto-N-(2-(quinazolin-4-ylamino)pyrimidin-5-yl)acetamide SCC(=O)NC=1C=NC(=NC1)NC1=NC=NC2=CC=CC=C12